(R)-2-(2-Chloro-5-(2-hydroxypropan-2-yl)-8-oxothieno[2',3':4,5]pyrrolo[1,2-d][1,2,4]triazin-7(8H)-yl)-N-(1-methyl-6-oxopiperidin-3-yl)acetamid ClC1=CC2=C(C=C3N2C(=NN(C3=O)CC(=O)N[C@H]3CN(C(CC3)=O)C)C(C)(C)O)S1